2-(1-aminoethyl)pyridine NC(C)C1=NC=CC=C1